ClC1=CC=C(OCC2=NN=C(S2)NC(C2=C(C=NC=C2)C2=C(C=C(C=C2)C#N)OC)=O)C=C1 N-(5-((4-chlorophenoxy)methyl)-1,3,4-thiadiazol-2-yl)-3-(4-cyano-2-methoxyphenyl)isonicotinamide